4-(3-((benzyloxy)methyl)-4-ethyl-5-oxo-4,5-dihydro-1H-1,2,4-triazol-1-yl)-N-(2-chloro-4-methylpyridin-3-yl)-5-fluoro-2-(1-hydroxy-3-methylbut-3-en-2-yl)benzamide C(C1=CC=CC=C1)OCC1=NN(C(N1CC)=O)C1=CC(=C(C(=O)NC=2C(=NC=CC2C)Cl)C=C1F)C(CO)C(=C)C